ClC1=C(C=CC=C1F)CC(=O)NC=1C=C(N=NC1)N(C(C)=O)C1=CC(=CC(=C1)F)F N-{5-[2-(2-chloro-3-fluorophenyl)acetylamino]pyridazin-3-yl}-N-(3,5-difluorophenyl)acetamide